NC(C(=O)NC=1C=NC(=CC1)OC1CCN(CC1)C)CCCC 2-Amino-N-[6-(1-methylpiperidin-4-yl)oxypyridin-3-yl]hexanamide